(2R)-2-(1-cyclopropylpyrazol-4-yl)-4-[2,3-dimethyl-5-[6-(trifluoromethyl)-3-pyridyl]pyrido[3,4-b]pyrazin-7-yl]morpholine C1(CC1)N1N=CC(=C1)[C@@H]1CN(CCO1)C1=CC=2C(=NC(=C(N2)C)C)C(=N1)C=1C=NC(=CC1)C(F)(F)F